The molecule is a sialotriaosylceramide that is N-acetyl-beta-D-galactosaminyl-(1->4)-alpha-N-acetylneuraminosyl-(2->3)-beta-D-galactosyl-(1->4)-beta-D-glucosyl-N-acylsphingosine in which the acyl group on the sphingosine nitrogen is tetracos-15-enoyl. A constituent of natural ganglioside GM2. CCCCCCCCCCCCC/C=C/[C@H]([C@H](CO[C@H]1[C@@H]([C@H]([C@@H]([C@H](O1)CO)O[C@H]2[C@@H]([C@H]([C@H]([C@H](O2)CO)O[C@H]3[C@@H]([C@H]([C@H]([C@H](O3)CO)O)O)NC(=O)C)O[C@@]4(C[C@@H]([C@H]([C@@H](O4)[C@@H]([C@@H](CO)O)O)NC(=O)C)O)C(=O)O)O)O)O)NC(=O)CCCCCCCCCCCCCC=CCCCCCCCC)O